(R)-6-fluoro-5-(piperazin-1-yl)-N-(tetrahydrofuran-3-yl)pyridinecarboxamide hydrochloride Cl.FC1=C(C=CC(=N1)C(=O)N[C@H]1COCC1)N1CCNCC1